8-chloro-N-methyl-N-(4'-(3-(trifluoromethyl)morpholino)-[1,1'-biphenyl]-3-yl)-[1,2,4]triazolo[4,3-a]quinazolin-5-amine ClC1=CC=C2C(=NC=3N(C2=C1)C=NN3)N(C=3C=C(C=CC3)C3=CC=C(C=C3)N3C(COCC3)C(F)(F)F)C